2-bromo-1-(pyridin-2-yl)ethane tert-Butyl-3-(2-(hydroxymethyl)phenyl)piperidine-1-carboxylate C(C)(C)(C)OC(=O)N1CC(CCC1)C1=C(C=CC=C1)CO.BrCCC1=NC=CC=C1